bis(4-pentyl-non-yl)13,16-dioxo-9,20-bis(6-oxo-6-(undecyloxy)-hexyl)-9,12,17,20-tetra-azaoctacosanedioate C(CCCC)C(CCCOC(CCCCCCCN(CCNC(CCC(NCCN(CCCCCCCC(=O)OCCCC(CCCCC)CCCCC)CCCCCC(=O)OCCCCCCCCCCC)=O)=O)CCCCCC(OCCCCCCCCCCC)=O)=O)CCCCC